6-(2-fluoro-4-hydroxybenzyl)-4,7-dioxo-2-(prop-2-ene-1-yl)hexahydro-2H-pyrazino[2,1-c][1,2,4]triazine-1(6H)-carboxamide FC1=C(CC2C(NCC3N(N(CC(N32)=O)CC=C)C(=O)N)=O)C=CC(=C1)O